BrC=1C=C(C=2N(C1)C=C(N2)CF)C 6-bromo-2-(fluoromethyl)-8-methyl-imidazo[1,2-a]Pyridine